8-(benzo[d]thiazol-2-yl)-1,4-dioxa-8-azaspiro[4.5]decane S1C(=NC2=C1C=CC=C2)N2CCC1(OCCO1)CC2